1-[1-(4-chloro phenyl)cyclohexyl]ethyl (2S)-2-[(3-hydroxy-4-methoxy-pyridine-2-carbonyl) amino]propanoate OC=1C(=NC=CC1OC)C(=O)N[C@H](C(=O)OC(C)C1(CCCCC1)C1=CC=C(C=C1)Cl)C